tetrahydrophthalic acid di-(2-ethylhexyl)phthalate tert-butyl-(6R)-2-(hydroxymethyl)-6,7-dimethyl-6,7-dihydro-4H-pyrazolo[1,5-a]pyrazine-5-carboxylate C(C)(C)(C)OC(=O)N1CC=2N(C([C@H]1C)C)N=C(C2)CO.C(C)C(COC(C=2C(C(=O)OCC(CCCC)CC)=CC=CC2)=O)CCCC.C(C2C(C(=O)O)CCC=C2)(=O)O